4-(2,6-Dimethoxyphenyl)-5-(6-ethoxypyridin-2-yl)-N-(methylsulfonyl)-4H-1,2,4-triazole-3-carboxamide COC1=C(C(=CC=C1)OC)N1C(=NN=C1C1=NC(=CC=C1)OCC)C(=O)NS(=O)(=O)C